2,4-divinylisoxazole C(=C)N1OC=C(C1)C=C